6-[5-(difluoromethyl)-1-methyl-pyrazol-4-yl]-N-[2-methyl-5-[[2-[(2S)-2-methylpyrrolidin-1-yl]acetyl]amino]-3-pyridyl]triazolo[1,5-a]pyridine-3-carboxamide FC(C1=C(C=NN1C)C=1C=CC=2N(C1)N=NC2C(=O)NC=2C(=NC=C(C2)NC(CN2[C@H](CCC2)C)=O)C)F